tris(N,N'-diisopropylacetamidine) lanthanum [La].C(C)(C)NC(C)=NC(C)C.C(C)(C)NC(C)=NC(C)C.C(C)(C)NC(C)=NC(C)C